C1(CC1)COC1=C(C=C(C=C1F)F)C(NC(=O)C=1C(=NC(=C(C1)C=1C=CC=2N(N1)C=C(N2)NC(C)=O)C)OC)[2H] N-{[2-(cyclopropylmethoxy)-3,5-difluorophenyl](deutero)methyl}-5-{2-acetamidoimidazo[1,2-b]pyridazin-6-yl}-2-methoxy-6-methylpyridine-3-carboxamide